(R or S)-(3-(4-fluoro-phenethyl)-1-(pyridin-3-ylmethyl)pyrrolidin-3-yl)methanol citrate C(CC(O)(C(=O)O)CC(=O)O)(=O)O.FC1=CC=C(CC[C@@]2(CN(CC2)CC=2C=NC=CC2)CO)C=C1 |o1:20|